4-[5-(2-amino-1-hydroxyethyl)pyrazin-2-yl]-3-(2-methyl-5-phenylpyrazol-3-yl)oxybenzonitrile NCC(O)C=1N=CC(=NC1)C1=C(C=C(C#N)C=C1)OC=1N(N=C(C1)C1=CC=CC=C1)C